ClC1=CC(=C(N=N1)C(NC)=O)NC1CCC(CC1)NC(OC(C)(C)C)=O tert-butyl (1r,4r)-4-(6-chloro-3-(methylcarbamoyl)pyridazin-4-ylamino)cyclohexylcarbamate